1-[3-(aminooxy)propyl]-uracil NOCCCN1C(=O)NC(=O)C=C1